CC(C)C(CC)OC(C=CC)=O.FC(OC1=CC=C(C=C1)S(=O)(=O)C1(CC1)C1CCNCC1)(F)F 4-(1-((4-(trifluoromethoxy)phenyl)sulfonyl)cyclopropyl)piperidine 2-methylpentan-3-ylbut-2-enoate